F[C@H]1C[C@H](N2N=C(N=C21)[S@@](=O)CF)C2=CC=CC=C2 (5S,7S)-7-fluoro-2-[(R)-fluoromethylsulfinyl]-5-phenyl-6,7-dihydro-5H-pyrrolo[1,2-b][1,2,4]triazole